COC=1C=C(C=O)C=CC1N1N=C(C=2C=NC(=CC21)C=2C=NN1C2N=CC=C1)C 3-Methoxy-4-(3-methyl-6-(pyrazolo[1,5-a]pyrimidin-3-yl)-1H-pyrazolo[4,3-c]pyridin-1-yl)benzaldehyde